BrCCCOC=1C=C2CN(CC2=CC1OC)C(CCC(=O)OCC)=O ethyl 4-(5-(3-bromopropyloxy)-6-methoxyisoindolin-2-yl)-4-oxobutyrate